ClS(=O)(=O)C=1C=CC(=C(C(=O)O)C1)OC 5-(chlorosulfonyl)-2-methoxybenzoic acid